C(N)(=N)C1=CC(=C(CNC2=NC(=NC(=C2)OCC=2N=C3N(C=C(C=C3)C3CC3)C2)CC(C(=O)OCC)(C)C)C(=C1)C)C ethyl 3-(4-((4-carbamimidoyl-2,6-dimethylbenzyl)amino)-6-((6-cyclopropylimidazo[1,2-a]pyridin-2-yl)methoxy)pyrimidin-2-yl)-2,2-dimethylpropanoate